benzophenone, didodecyl-phenyliodonium salt C(CCCCCCCCCCC)C=1C(=C(C=CC1)[IH+])CCCCCCCCCCCC.C(C1=CC=CC=C1)(=O)C1=CC=CC=C1